C(C)(=O)OCCCCC\C=C/CCCCC (Z)-6-Dodecenyl acetate